5-(indolizine-2-carbonyl)-N-[1-(trifluoromethyl)cyclopropyl]-2H,4H,5H,6H,7H-pyrazolo[4,3-c]pyridine-3-carboxamide C=1C(=CN2C=CC=CC12)C(=O)N1CC=2C(CC1)=NNC2C(=O)NC2(CC2)C(F)(F)F